(S,E)-2-(((7-(dimethylamino)-1-((1-((7-isobutyl-1H-indol-2-yl)methyl)-2-oxo-1,2-dihydropyridin-3-yl)amino)-1,7-dioxohept-5-en-2-yl)carbamoyl)oxy)ethyl 2,2,2-trifluoroacetate FC(C(=O)OCCOC(N[C@H](C(=O)NC=1C(N(C=CC1)CC=1NC2=C(C=CC=C2C1)CC(C)C)=O)CC\C=C\C(=O)N(C)C)=O)(F)F